(+-)-N-(3-aminopropyl)-N,N-dimethyl-2,3-bis(cis-9-tetradecenyloxy)-1-propanaminium bromide [Br-].NCCC[N+](C[C@H](COCCCCCCCC\C=C/CCCC)OCCCCCCCC\C=C/CCCC)(C)C |r|